methyl N-(N-(tert-butoxycarbonyl)-N-methyl-L-leucyl)-N-methyl-D-homoserinate C(C)(C)(C)OC(=O)N([C@@H](CC(C)C)C(=O)N([C@H](CCO)C(=O)OC)C)C